OC1=C(C=CC=C1)C=1C=C(C(=C(C1)N1N=C2C(=N1)C=CC=C2)C(C)C)C2=CC=CC=C2 2-(2'-hydroxy-3',5'-diphenylisopropylphenyl)benzotriazole